(R)-N-(6-(3-(2-ethoxyphenoxy)piperidin-1-yl)pyrazin-2-yl)piperidine-4-carboxamide C(C)OC1=C(O[C@H]2CN(CCC2)C2=CN=CC(=N2)NC(=O)C2CCNCC2)C=CC=C1